[Zn].[Ca].BrC1=NC(=CC=C1)C1=NN=C(N1C1=CC=CC=C1)C 2-Bromo-6-(5-methyl-4-phenyl-4H-1,2,4-triazol-3-yl)pyridine calcium-zinc